C[C@@H]1N(C2=CC=C3C(=C2CC1)N=C(N3CC(NCC3=NC=CC=N3)=O)CCN3N=CC=C3)C(=O)OC methyl (7S)-7-methyl-2-[2-(1H-pyrazol-1-yl)ethyl]-3-({[(pyrimidin-2-yl)methyl]carbamoyl}methyl)-3H,6H,7H,8H,9H-imidazo[4,5-f]quinoline-6-carboxylate